trimethoxypropionitrile COC(CC#N)(OC)OC